CN1C2=C(OCC1)C=C(C=N2)NC(=O)C=2C=CC1=C(C=3N(CCO1)C=NC3)C2 N-(4-methyl-3,4-dihydro-2H-pyrido[3,2-b][1,4]oxazin-7-yl)-5,6-dihydrobenzo[f]imidazo[1,5-d][1,4]oxazepine-10-carboxamide